O1CC(C1)CN1[C@H]2CC(C[C@@H]1CC2)NC(C2=CC=CC=C2)=O N-((1R,3s,5S)-8-(oxetan-3-ylmethyl)-8-azabicyclo[3.2.1]oct-3-yl)benzamide